C1(CCCCC1)OC([C@@H](NC(=O)OC(C)(C)C)C)=O (t-Butoxycarbonyl)-L-alanine cyclohexyl ester